3-(3,4-dimethoxybenzyl)-6-(1-methylethoxy)-1-(tetrahydro-2H-pyran-4-yl)-quinazoline-2,4(1H,3H)-dione COC=1C=C(CN2C(N(C3=CC=C(C=C3C2=O)OC(C)C)C2CCOCC2)=O)C=CC1OC